(S)-6-methyl-N-((S)-1-(5-(1-methyl-2-oxo-1,2-dihydroquinolin-6-yl)-1H-imidazol-2-yl)-7-oxononyl)-6-azaspiro[2.5]octane-1-carboxamide CN1CCC2(C[C@@H]2C(=O)N[C@@H](CCCCCC(CC)=O)C=2NC(=CN2)C=2C=C3C=CC(N(C3=CC2)C)=O)CC1